O=C1NC(CCC1N1C(C2=CC=C(C=C2C1=O)N1CC2(C1)CCN(CC2)CCCCOC2=CC=C(C=C2)\C(=C(\CC)/C2=CC=CC=C2)\C2=CC=C(C=C2)O)=O)=O (Z)-2-(2,6-dioxopiperidin-3-yl)-5-(7-(4-(4-(1-(4-hydroxyphenyl)-2-phenylbut-1-en-1-yl)phenoxy)butyl)-2,7-diazaspiro[3.5]non-2-yl)isoindoline-1,3-dione